(5-methoxycyclohexa-1,5-dien-1-yl)oxy-trimethyl-silane COC=1CCC=C(C1)O[Si](C)(C)C